(-)-3-Hydroxy-2-methyl-2-(4-fluorophenyl)-2,3-dihydro-1H-inden-1-one OC1C(C(C2=CC=CC=C12)=O)(C1=CC=C(C=C1)F)C